2-[5-ethylsulfonyl-6-[3-(2,2,3,3,3-pentafluoropropyl)imidazo[4,5-c]pyridin-6-yl]-3-pyridyl]-2-methyl-propanenitrile C(C)S(=O)(=O)C=1C=C(C=NC1C1=CC2=C(C=N1)N(C=N2)CC(C(F)(F)F)(F)F)C(C#N)(C)C